4-[[5-(2-Chloro-3-fluorophenyl)-1H-pyrazol-4-yl]oxy]benzonitrile ClC1=C(C=CC=C1F)C1=C(C=NN1)OC1=CC=C(C#N)C=C1